COC1=CC=CN=[N+]1[O-] 6-methoxypyridazine 1-oxide